4-[1-(4-bromophenyl)ethyl]morpholine BrC1=CC=C(C=C1)C(C)N1CCOCC1